O[C@@H](CN(C(C)=O)C)C1=CC=C(C=C1)O (R)-N-(2-Hydroxy-2-(4-hydroxyphenyl)ethyl)-N-methylacetamide